(Z)-3-(4-bromophenyl)-1-phenylpropan-2-yn-1-one-O-methyloxime CO\N=C(/C#CC1=CC=C(C=C1)Br)\C1=CC=CC=C1